2,2-difluoro-1,3-diisopropylimidazolidine FC1(N(CCN1C(C)C)C(C)C)F